2-((1R,2R)-2-(benzylideneamino)-2-(5-fluoro-2-methoxyphenyl)cyclopropyl)acetonitrile C(C1=CC=CC=C1)=N[C@]1([C@H](C1)CC#N)C1=C(C=CC(=C1)F)OC